(4-{[2-(cyclopropanecarboxamido)pyridin-4-yl]oxy}-3-fluorophenyl)-1-(3-fluorophenyl)-4-methyl-5-oxo-4,5-dihydro-1H-1,2,4-triazole-3-carboxamide C1(CC1)C(=O)NC1=NC=CC(=C1)OC1=C(C=C(C=C1)NC(=O)C1=NN(C(N1C)=O)C1=CC(=CC=C1)F)F